3-chloro-4-methoxybenzoyl chloride ClC=1C=C(C(=O)Cl)C=CC1OC